NC=1C(=C(C(=C(C(=O)NC=2C=C(C=CC2N2CCN(CC2)C)N2N=NC(=C2)C(=O)NCCN2CCOCC2)C1)Cl)C)F 1-(3-(5-amino-2-chloro-4-fluoro-3-methylbenzamido)-4-(4-methylpiperazin-1-yl)phenyl)-N-(2-morpholinoethyl)-1H-1,2,3-triazole-4-carboxamide